SCCCSSCCCS bis(3-mercaptopropyl)disulfide